ethyl 2-bromo-5-methyl-3-(2-trimethylsilylethoxymethyl)imidazole-4-carboxylate BrC1=NC(=C(N1COCC[Si](C)(C)C)C(=O)OCC)C